O=C1N(CC2=CC(=CC=C12)C1CCN(CC1)C(C)C1CCOCC1)N1C(CCCC1=O)=O (1-oxo-5-(1-(1-(tetrahydro-2H-pyran-4-yl)ethyl)piperidin-4-yl)isoindolin-2-yl)piperidine-2,6-dione